Phosphorus silicon [Si].[P]